(2S,4R)-1-[(2S)-2-amino-3,3-dimethylbutyryl]-4-hydroxy-N-{(1S)-1-[4-(4-methyl-1,3-thiazol-5-yl)phenyl]ethyl}pyrrolidine-2-carboxamide hydrochloride Cl.N[C@H](C(=O)N1[C@@H](C[C@H](C1)O)C(=O)N[C@@H](C)C1=CC=C(C=C1)C1=C(N=CS1)C)C(C)(C)C